CC1(O[C@H]([C@H](O1)/C=C/C=C/C#C/C=C/[C@H](C\C=C/CCC(=O)OC)O)C\C=C/CC)C methyl (S,4Z,8e,12e,14e)-15-((4r,5S)-2,2-dimethyl-5-((Z)-pent-2-en-1-yl)-1,3-dioxolan-4-yl)-7-hydroxypentadec-4,8,12,14-tetraen-10-ynoate